FC1=C(C(=O)OC)C=CC(=C1)C=1N(C=C(N1)C(F)(F)F)C methyl 2-fluoro-4-[1-methyl-4-(trifluoromethyl)imidazol-2-yl]benzoate